C1(CC1)C=1N=NN(C1)[C@H](C(=O)N1[C@@H](C[C@H](C1)O)C(=O)NC1C(N(CCC1)C)C)C(C)(C)C (2S,4R)-1-[(2S)-2-(4-cyclopropyltriazol-1-yl)-3,3-dimethyl-butanoyl]-N-(1,2-dimethyl-3-piperidyl)-4-hydroxy-pyrrolidine-2-carboxamide